S-adenosyl-L-ethionine [C@@H]1([C@H](O)[C@H](O)[C@@H](C[S+](CC[C@H](N)C(=O)O)CC)O1)N1C=NC=2C(N)=NC=NC12